ClC=1C(=C(C=C(C1)CC)N1CCN(CC1)C[C@@H](CCNC(=O)C=1NC2=CC=CC=C2C1)O)OC (R)-N-(4-(4-(3-chloro-5-ethyl-2-methoxyphenyl)piperazin-1-yl)-3-hydroxybutyl)-1H-indole-2-carboxamide